O.S(C)(=O)(=O)O.S(C)(=O)(=O)O.BrC1=C(C=CC=C1)S(=O)(=O)N1C=C(C2=CC(=CC=C12)OC)CN1CCN(CC1)C 1-[(2-bromophenyl)sulfonyl]-5-methoxy-3-[(4-methyl-1-piperazinyl)methyl]-1h-indole dimesylate monohydrate